C(C)(C)(C)OC(=O)N[C@H](C(=O)OC(C)(C)C)CC=1SC=C(N1)C=1SC=C(N1)C=1SC=C(N1)C(N)=O tert-butyl (S)-2-((tert-butoxycarbonyl)amino)-3-(4-carbamoyl-[2,4':2',4''-terthiazol]-2''-yl)propanoate